N1(N=CN=C1)CCC (S)-1-(1H-1,2,4-triazol-1-yl)propan